7-((diethoxyphosphoryl)methyl)-5-(((trifluoromethyl)sulfonyl)oxy)-2-naphthoic acid methyl ester COC(=O)C1=CC2=CC(=CC(=C2C=C1)OS(=O)(=O)C(F)(F)F)CP(=O)(OCC)OCC